4,4'-methylenebis(N,N-bis(2-methoxyethyl)-3,5-dimethylaniline) C(C1=C(C=C(N(CCOC)CCOC)C=C1C)C)C1=C(C=C(N(CCOC)CCOC)C=C1C)C